BrC=1C=C2C(=NC1)NC=C2C(=O)C=2C(=C(C=CC2F)NS(=O)(=O)CCC)F N-[3-(5-bromo-1H-pyrrolo[2,3-b]pyridine-3-carbonyl)-2,4-difluorophenyl]propane-1-sulfonamide